ClC=1C(=CC(=NC1)NC(=O)N[C@@H]1CC12CCN(CC2)S(=O)(=O)C)C2=C1N(N=C2)CC(C1)(C)C (R)-1-(5-chloro-4-(5,5-dimethyl-5,6-dihydro-4H-pyrrolo[1,2-b]pyrazol-3-yl)pyridin-2-yl)-3-(6-(methylsulfonyl)-6-azaspiro[2.5]oct-1-yl)urea